2-(2-bromoethyl)-[1,2,4]triazolo[4,3-a]pyridin-3(2H)-one BrCCN1N=C2N(C=CC=C2)C1=O